IC1=C(C=CC=C1)N1CCN(CC1)C (2-iodophenyl)-4-methylpiperazine